ClC1=CC=C(CN2C(C3=CC=CC=C3C(C2C2=CNC3=CC(=CC=C23)Cl)C(=O)O)=O)C=C1 2-(4-chloro-benzyl)-3-(6-chloro-1H-indol-3-yl)-1-oxo-1,2,3,4-tetrahydro-isoquinoline-4-carboxylic acid